ClC1=NC=C(C=C1)[C@@H]1[C@H](C1)B1OC(C(O1)(C)C)(C)C |r| racemic-2-chloro-5-((1S,2S)-2-(4,4,5,5-tetramethyl-1,3,2-dioxaborolan-2-yl)cyclopropyl)pyridine